OCCCOCC1CO1 (3-hydroxypropyl)glycidyl ether